S1C(=CC=C1)C(=O)N1CC2=CC=CC=C2CC1 2-(2-thienylcarbonyl)-1,2,3,4-tetrahydroisoquinoline